NC1=C(C2=C(C=3N(C=C2)C=NN3)N1C1=C(C(=CC=C1C)OC)C)C(=O)N 8-amino-9-(3-methoxy-2,6-dimethylphenyl)-9H-pyrrolo[2,3-c][1,2,4]triazolo[4,3-a]pyridine-7-carboxamide